CN1N=NC(=C1C=1C=C2C(=NC1)C1=C(N2C(C2CCOCC2)C2=CC=CC=C2)C(=NN1C)C(=O)O)C 6-(1,4-dimethyl-1H-1,2,3-triazol-5-yl)-1-methyl-4-(phenyl-(tetrahydro-2H-pyran-4-yl)methyl)-1,4-dihydropyrazolo[3',4':4,5]pyrrolo[3,2-b]pyridine-3-carboxylic acid